SCC(CS)CCS 2-mercaptomethyl-1,4-butanedithiol